ClC=1C=C(OCC(=O)O)C=C(C1CC=1OC(N(N1)C(C)C)=O)Cl 2-(3,5-dichloro-4-((4-isopropyl-5-oxo-4,5-dihydro-1,3,4-oxadiazol-2-yl)methyl)phenoxy)acetic acid